tert-butyl 2-(2-(4-(methylthio)phenyl)-6-oxo-5-((3-phenylpropyl) amino)pyrimidin-1(6H)-yl)acetate CSC1=CC=C(C=C1)C=1N(C(C(=CN1)NCCCC1=CC=CC=C1)=O)CC(=O)OC(C)(C)C